N-({3-nitro-4-[(tetrahydro-2H-pyran-4-ylmethyl)amino]phenyl}sulfonyl)-2-(1H-pyrrolo[2,3-b]pyridin-5-yloxy)benzamide [N+](=O)([O-])C=1C=C(C=CC1NCC1CCOCC1)S(=O)(=O)NC(C1=C(C=CC=C1)OC=1C=C2C(=NC1)NC=C2)=O